C(C)N1CSC2=C1C=CC(=C2)S(=O)(=O)O 3-ethylbenzo-thiazoline-6-sulfonic Acid